4-(3-fluoro-4-(methylcarbamoyl)phenyl)piperazine-1-carboxylic acid tert-butyl ester C(C)(C)(C)OC(=O)N1CCN(CC1)C1=CC(=C(C=C1)C(NC)=O)F